2-phenyl-isonicotinic acid C1(=CC=CC=C1)C=1C=C(C(=O)O)C=CN1